N[C@@H]1CN(CC1)C1=C(C=NC=C1C1=NC2=C(N1)C=CC=C2F)C=2C=C(C#N)C=C(C2)Cl 3-{4-[(3S)-3-aminopyrrolidin-1-yl]-5-(4-fluoro-1H-1,3-benzodiazol-2-yl)pyridin-3-yl}-5-chlorobenzonitrile